1-(5-(4-AMINO-7-CYCLOBUTYL-7H-PYRROLO[2,3-D]PYRIMIDIN-5-YL)IMIDAZO[1,2-A]PYRIDIN-8-YL)-3-(4-((4-METHYLPIPERAZIN-1-YL)METHYL)-3-(TRIFLUOROMETHYL)PHENYL)UREA NC=1C2=C(N=CN1)N(C=C2C2=CC=C(C=1N2C=CN1)NC(=O)NC1=CC(=C(C=C1)CN1CCN(CC1)C)C(F)(F)F)C1CCC1